[Br-].C(C(=C)C)(=O)NCCC[N+](CC1=CC=CC=C1)(C)C N-methacrylamidopropyl-N,N-dimethyl-N-benzyl-ammonium bromide